6-amino-2-ethoxy-9-(2-methoxy-4-(((3-(piperazin-1-yl)propyl)amino)methyl)-benzyl)-9H-purin-8-ol NC1=C2N=C(N(C2=NC(=N1)OCC)CC1=C(C=C(C=C1)CNCCCN1CCNCC1)OC)O